C(C)(C)(C)[Si](OCCC=1C(=NNC1CC)C=O)(C)C [2-[tert-butyl-(dimethyl)silyl]oxyethyl]-5-ethyl-pyrazole-3-carbaldehyde